CC(CCCOCCC1=CC=C(C=C1)O)C 4-(2-((4-methylpentyl)oxy)ethyl)phenol